FC=1C=C(C=C(C1N1CCNCC1)F)C=1C=C2C(=NC1)NC=C2C(C2=C(C(=CC=C2F)NS(N(C)CC)(=O)=O)F)=O 5-(3,5-difluoro-4-piperazin-1-yl-phenyl)-3-[3-[[ethyl(methyl)sulfamoyl]amino]-2,6-difluoro-benzoyl]-1H-pyrrolo[2,3-b]pyridine